C(CCCCCCCCCCC)N(CCC(=O)O)C N-lauryl-N-methyl-β-alanine